C[O-].[Na+].COC[C@H]1CN(CCC1)C1CCN(CC1)C(=O)OCC1=CC=CC=C1 |r| rac-Benzyl 3-(methoxymethyl)[1,4'-bipiperidine]-1'-carboxylate Sodium methoxide